3,6-dichloro-2-pyridinecarboxylic acid ClC=1C(=NC(=CC1)Cl)C(=O)O